[Cl-].C1(=CC=CC=C1)N1N(N([N+](=C1)[N+](=O)[O-])C1=CC=CC=C1)C1=CC=CC=C1 TriphenylnitroTetrazolium Chloride